S1C2=C(C=C1C(=O)NCC1(CCCC1)C(=O)O)CCCCCCC2 1-[[(5,6,7,8,9,10-Hexahydro-4H-cyclonona[b]thiophen-2-ylcarbonyl)amino]methyl]cyclopentanecarboxylic acid